FC1=C(C=CC=C1)C1=NN(C=C1C=1C2=C(N=CN1)C=C(C(=N2)NCC2=CC=C(C=C2)OC)O)C 4-[3-(2-fluorophenyl)-1-methyl-1H-pyrazol-4-yl]-6-{[(4-methoxyphenyl)methyl]amino}pyrido[3,2-d]pyrimidin-7-ol